C(C)(=O)NC1=CC=C(C=C1)/C=C/C(=O)NC1=C(C=CC=C1)OCCCC (E)-3-(4-acetamidophenyl)-N-(2-butoxyphenyl)acrylamide